ClC=1C=C2C=C(NC2=CC1OCC1=CC(=NO1)C)CNC(=O)C1OCCC1(F)F N-((5-chloro-6-((3-methylisoxazol-5-yl)methoxy)-1H-indol-2-yl)methyl)-3,3-difluorotetrahydrofuran-2-carboxamide